C(C)NC=1C2=C(N=C(N1)NC1=CC=C(C3=C1OCO3)C(=O)N3CCOCC3)NC=C2C(F)(F)F (7-((4-(ethylamino)-5-(trifluoromethyl)-7H-pyrrolo[2,3-d]pyrimidin-2-yl)amino)benzo[d][1,3]dioxol-4-yl)(morpholino)methanone